C(#C)[Si](C=C[Si](C)(C#C)C#C)(C)C#C 1,2-bis(diethynylmethylsilyl)ethene